N[C@@](C)(C1=CC=C(C=C1)F)C=1C=NC(=NC1)N1CCN(CC1)C(=O)OC(C)(C)C tert-butyl 4-{5-[(1S)-1-amino-1-(4-fluorophenyl)ethyl] pyrimidin-2-yl}piperazin-1-carboxylate